ClC=1C=C(C=CC1C)[C@H]1O[C@@H]([C@@H]([C@@H]([C@@H]1CC(=O)[O-])CC(=O)[O-])CC(=O)[O-])C (2S,3S,4S,5R,6R)-2-(3-chloro-4-methylphenyl)-6-methyltetrahydro-2H-pyran-3,4,5-tri-yltriacetate